2-iodo-N-(1-methylpiperidin-4-yl)-3-(2,2,2-trifluoroethyl)thieno[3,2-b]pyridin-7-amine IC1=C(C2=NC=CC(=C2S1)NC1CCN(CC1)C)CC(F)(F)F